3-iodo-5-methyl-1H-pyrrole IC1=CNC(=C1)C